(1S)-1-phenylethane-1-amine C1(=CC=CC=C1)[C@H](C)N